8-oxo-1,4-dioxaspiro[4.5]decane-7-carboxylic acid methyl ester COC(=O)C1CC2(OCCO2)CCC1=O